3,3-dimethyl-5-(piperidin-4-yl)-3,7-dihydrofurano[2,3-b]pyridin-6(2H)-one hydrochloride Cl.CC1(COC=2NC(C(=CC21)C2CCNCC2)=O)C